(S)-N-(4-methyl-3-(7-(methylamino)-1,6-naphthyridin-3-yl)phenyl)-2-(3-(trifluoromethyl)piperidin-1-yl)acetamide CC1=C(C=C(C=C1)NC(CN1C[C@H](CCC1)C(F)(F)F)=O)C=1C=NC2=CC(=NC=C2C1)NC